(3R)-3-amino-5-[(4-chlorophenyl)methyl]-7-[4-[(4-chlorophenyl)methyl]triazol-1-yl]-8-fluoro-1,1-dioxo-2,3-dihydro-1λ6,5-benzothiazepin-4-one N[C@H]1CS(C2=C(N(C1=O)CC1=CC=C(C=C1)Cl)C=C(C(=C2)F)N2N=NC(=C2)CC2=CC=C(C=C2)Cl)(=O)=O